C(C)(C)(C)C1(N(CCC=C1)C(=O)[O-])C1=C(C=C(C(=C1)OC(C)C)[N+](=O)[O-])C tert-butyl-(5-isopropoxy-2-methyl-4-nitrophenyl)-5,6-dihydropyridine-1(2H)-carboxylate